C(C)(C)(C)OC(N[C@@H]1C=2C(=NC=CC2)CC12CCN(CC2)C2=NC(=C(C(=N2)C#N)Br)C)=O (S)-(1'-(5-bromo-4-cyano-6-methylpyrimidin-2-yl)-5,7-dihydrospiro[cyclopenta[b]pyridine-6,4'-piperidin]-5-yl)carbamic acid tert-butyl ester